2-(3-(2-(((S)-((R)-5-cyano-1,2,3,4-tetrahydroquinolin-3-yl)(phenyl)methyl)amino)ethyl)-2-fluorophenyl)acetic acid C(#N)C1=C2C[C@H](CNC2=CC=C1)[C@@H](C1=CC=CC=C1)NCCC=1C(=C(C=CC1)CC(=O)O)F